C(C)(=O)N1[C@@H](CN(C[C@@H]1C)C1=CC=CC(=N1)NC=1C=2N(N=C(C1)NC13CC4(CC(CC(C1)C4)C3)O)C(=CN2)C#N)C 8-({6-[(3R,5S)-4-Acetyl-3,5-dimethylpiperazin-1-yl]pyridin-2-yl}amino)-6-[(3-hydroxyadamantan-1-yl)amino]imidazo[1,2-b]pyridazin-3-carbonitril